((R)-1-((R)-3-methoxy-2-(2-methylpyrimidine-4-carboxamido)propanamido)-3-phenoxypropyl)boronic acid COC[C@H](C(=O)N[C@@H](CCOC1=CC=CC=C1)B(O)O)NC(=O)C1=NC(=NC=C1)C